3-(4-chlorophenyl)-N-((4-methoxyphenyl)sulfonyl)-4-phenyl-5,6-dihydropyridazine-1(4H)-carboxamide ClC1=CC=C(C=C1)C1=NN(CCC1C1=CC=CC=C1)C(=O)NS(=O)(=O)C1=CC=C(C=C1)OC